tert-butyl ((8R,9aS)-2-((R)-1-((3,4-dichlorobenzyl)amino)-4-methyl-1-oxopentan-2-yl)-1-oxo-5-((phenylsulfonyl)methyl)octahydro-1H-pyrrolo[1,2-a][1,4]diazepin-8-yl)carbamate ClC=1C=C(CNC([C@@H](CC(C)C)N2C([C@H]3N(C(CC2)CS(=O)(=O)C2=CC=CC=C2)C[C@@H](C3)NC(OC(C)(C)C)=O)=O)=O)C=CC1Cl